N1-(3-((9-(4-(tert-butyl)pyridin-2-yl)-9H-carbazol-2-yl)oxy)phenyl)-N2-(5',5'''-diphenyl-[1,1':3',1'':3'',1''':3''',1''''-quinquephenyl]-2''-yl)benzene-1,2-diamine C(C)(C)(C)C1=CC(=NC=C1)N1C2=CC=CC=C2C=2C=CC(=CC12)OC=1C=C(C=CC1)NC=1C(=CC=CC1)NC1=C(C=CC=C1C1=CC(=CC(=C1)C1=CC=CC=C1)C1=CC=CC=C1)C=1C=C(C=C(C1)C1=CC=CC=C1)C1=CC=CC=C1